(1R,4R,7R)-2-{2-[1-(cyclopropylmethyl)-1H-indol-2-yl]-7-methoxy-1-{[1-(pyridine-2-carbonyl)azetidin-3-yl]methyl}-1H-1,3-benzodiazole-5-carbonyl}-2-azabicyclo[2.2.1]heptan-7-amine C1(CC1)CN1C(=CC2=CC=CC=C12)C1=NC2=C(N1CC1CN(C1)C(=O)C1=NC=CC=C1)C(=CC(=C2)C(=O)N2[C@@H]1CC[C@H](C2)[C@H]1N)OC